5-amino-2-methyl-N-(pyridin-2-ylmethyl)benzamide NC=1C=CC(=C(C(=O)NCC2=NC=CC=C2)C1)C